tert-butyl 4-[3-[3-(2,4-dioxohexahydropyrimidin-1-yl)imidazo[1,2-a]pyridin-8-yl] propyl]piperazine-1-carboxylate O=C1N(CCC(N1)=O)C1=CN=C2N1C=CC=C2CCCN2CCN(CC2)C(=O)OC(C)(C)C